[N-]=C=O.[N-]=C=O.C12C=CC(CC1)C2 Norbornene diisocyanate